C(C)C=1C(=CC=C2C=C(C=C(C12)C1=CC=C2C(=NC(=NC2=C1F)OC[C@]12CCCN2C[C@@H](C1)F)N1CC(CCC1)(O)C)O)F 1-(7-(8-ethyl-7-fluoro-3-hydroxynaphthalen-1-yl)-8-fluoro-2-(((2R,7aS)-2-fluorotetrahydro-1H-Pyrrolizine-7a(5H)-yl)methoxy)quinazolin-4-yl)-3-methylpiperidin-3-ol